2-[4,7-dichloro-6-[4-[rac-(3s,4s)-1-ethyl-3-fluoro-4-piperidinyl]phenyl]indazol-2-yl]-2-[(6R)-6-fluoro-6,7-dihydro-5H-pyrrolo[1,2-c]imidazol-1-yl]-N-thiazol-2-yl-acetamide ClC=1C2=CN(N=C2C(=C(C1)C1=CC=C(C=C1)[C@H]1[C@@H](CN(CC1)CC)F)Cl)C(C(=O)NC=1SC=CN1)C1=C2N(C=N1)C[C@@H](C2)F |&1:16,17|